CSC=1C=C2CCCC(C2=CC1)=O 6-(methylsulfanyl)-3,4-dihydronaphthalen-1(2H)-one